OC1=C(C(=CC=2NN=NC21)C)C2=C(C=CC=C2)O 4-hydroxy-methyl-2-hydroxy-phenyl-benzotriazole